C(C1=CC=CC=C1)OC=1N=CC(=NC1OC)C(=O)OCC ethyl 5-(benzyloxy)-6-methoxypyrazine-2-carboxylate